3-[(2E)-3,7-dimethyloct-2,6-dien-1-yl]-2,4-dihydroxy-6-octylbenzoic acid C\C(=C/CC=1C(=C(C(=O)O)C(=CC1O)CCCCCCCC)O)\CCC=C(C)C